(2-fluorophenyl)(7-{[2-(4-isopropylphenyl)imidazo[1,2-a]pyrimidin-3-yl]methyl}-3-oxa-7,9-diazabicyclo[3.3.1]non-9-yl)methanone FC1=C(C=CC=C1)C(=O)N1C2COCC1CN(C2)CC2=C(N=C1N2C=CC=N1)C1=CC=C(C=C1)C(C)C